COC1=C(C(=CC=C1)C)N1CCC(CC1)N1C(N(C=2C(C1)=CN(N2)C)CC2=C(C=CC=C2)C(F)(F)F)=O 5-[1-(2-methoxy-6-methyl-phenyl)-piperidin-4-yl]-2-methyl-7-(2-trifluoromethyl-benzyl)-2,4,5,7-tetrahydro-pyrazolo[3,4-d]pyrimidin-6-one